Thieno[3,4-b]Oxetane-3-carboxylic acid methyl ester COC(=O)C=1SC=C2OCC21